COC1=C(C=C(C=C1)OC)NC1=CC=NC2=CC=C(C=C12)I N-(2,5-Dimethoxyphenyl)-6-iodoquinolin-4-amine